(S)-(6,7-dichloro-1-methyl-1,3,4,5-tetrahydro-2H-pyrido[4,3-b]indol-2-yl)(5-(methylamino)pyrimidin-2-yl)methanone ClC1=C(C=CC=2C3=C(NC12)CCN([C@H]3C)C(=O)C3=NC=C(C=N3)NC)Cl